2-(6-(4-((2-(2,6-dioxopiperidin-3-yl)-4-fluoro-1-oxoisoindolin-5-yl)methyl)piperazine-1-yl)-1-oxoisoindoline-2-yl)-2-(5-fluoro-2-hydroxyphenyl)-N-(thiazol-2-yl)acetamide O=C1NC(CCC1N1C(C2=CC=C(C(=C2C1)F)CN1CCN(CC1)C1=CC=C2CN(C(C2=C1)=O)C(C(=O)NC=1SC=CN1)C1=C(C=CC(=C1)F)O)=O)=O